O=P1(CCCC1)C=1C=C(C=CC1)NC(OC(C)C)=O Isopropyl (3-(1-oxidophospholan-1-yl)phenyl)carbamate